N-(2,2-dimethyl-6-morpholino-3H-benzofuran-5-yl)pyrazolo[1,5-a]pyrimidine-3-carboxamide CC1(OC2=C(C1)C=C(C(=C2)N2CCOCC2)NC(=O)C=2C=NN1C2N=CC=C1)C